ethylene glycol di(mercaptoacetate) SCC(=O)OCCOC(CS)=O